1,5-difluoropentan-3-amine FCCC(CCF)N